nonyl 8-[2-[[4-[2-[(8-nonoxy-8-oxo-octyl)-[8-(1-octylnonoxy)-8-oxo-octyl]amino]ethylamino]-4-oxo-butanoyl] amino] ethyl-[8-(1-octylnonoxy)-8-oxo-octyl]amino]octanoate C(CCCCCCCC)OC(CCCCCCCN(CCNC(CCC(=O)NCCN(CCCCCCCC(=O)OCCCCCCCCC)CCCCCCCC(=O)OC(CCCCCCCC)CCCCCCCC)=O)CCCCCCCC(=O)OC(CCCCCCCC)CCCCCCCC)=O